ClC=1C=C(C=C(C1)S(=O)(=O)C)NC(=O)C=1SC(=C(C1)C1=NC=C(C=C1F)N1CCC2(COC2)CC1)C N-(3-chloro-5-(methylsulfonyl)phenyl)-4-(3-fluoro-5-(2-oxa-7-azaspiro[3.5]non-7-yl)pyridin-2-yl)-5-methylthiophene-2-carboxamide